O[C@H]1CC[C@@]2([C@H]3CC[C@@]4([C@H](CC[C@H]4[C@@H]3CC=C2C1)[C@@H](CCC(=O)OC1C2CC3CC(CC1C3)C2)C)C)C (1R,3R)-adamantan-2-yl (R)-4-((3S,8S,9S,10R,13R,14S,17R)-3-hydroxy-10,13-dimethyl-2,3,4,7,8,9,10,11,12,13,14,15,16,17-tetradecahydro-1H-cyclopenta[a]phenanthren-17-yl)pentanoate